C(C)(C)(C)OC(=O)NCCCCCN N-(tert-butyloxycarbonyl)-1,5-diaminopentane